O[C@@H]1CC[C@@]2([C@H]3CC[C@@]4([C@H](CC[C@H]4[C@@H]3CC[C@@H]2C1)[C@@H](CCC(=O)N[C@H](C(=O)N[C@H](C(=O)O)CCC(=O)O)C(C)C)C)C)C (S)-2-((S)-2-((R)-4-((3R,5R,8R,9S,10S,13R,14S,17R)-3-hydroxyl-10,13-dimethyl-hexadecahydro-1H-cyclopenta[a]phenanthren-17-yl)pentanamido)-3-methylbutanamido)pentanedioic acid